NC1=C(C(NC2=C(C(=CC=C12)C12CC(C1)C2)F)=O)C(=O)OCC ethyl 4-amino-7-(bicyclo[1.1.1]pentan-1-yl)-8-fluoro-2-oxo-1,2-dihydroquinoline-3-carboxylate